C(CCCCCCCCCCC)OS(=O)(=O)C1=CC=CC=C1.C1(=CC=CC=C1)[S+](C1=CC=C(C=C1)C(C)(C)C)C1=CC=CC=C1 Diphenyl-(4-tert-butylphenyl)sulfonium n-dodecylbenzenesulfonate